C1(=CC=CC=C1)N1C2=CC=CC=C2SC=2C=CC=CC12 N-Phenylphenothiazin